(butylamino)-N-(4-chloro-5-nitrothiazol-2-yl)-[1,1'-biphenyl]-2-carboxamide C(CCC)NC1=C(C(=CC=C1)C1=CC=CC=C1)C(=O)NC=1SC(=C(N1)Cl)[N+](=O)[O-]